C(CCC)C(CO)CCCCCCCCC 2-butyl-1-undecanol